FC=1C=CC(=C2C=C(N(C12)CCNC1=NC=NC(=C1)C1=CC=C(C=C1)C1=NC(NO1)=O)C#N)OC 7-Fluoro-1-(2-{6-[4-(3-oxo-2,3-dihydro-1,2,4-oxadiazol-5-yl)-phenyl]-pyrimidin-4-ylamino}-ethyl)-4-methoxy-1H-indol-2-carbonitril